BrC1=C(C=C2C(=NC(=NC2=C1O[C@@H](C)C1=CC=CC=C1)SCC)OC(C)(C)C)I 7-Bromo-4-tert-butoxy-2-(ethylsulfanyl)-6-iodo-8-[(1S)-1-phenylethoxy]quinazoline